3-[5-(4-{1-[(2S)-2-amino-3-(3,4-difluorophenyl)propanoyl]piperidin-4-yl}but-1-yn-1-yl)-3-methyl-2-oxo-1,3-benzodiazol-1-yl]piperidine-2,6-dione N[C@H](C(=O)N1CCC(CC1)CCC#CC1=CC2=C(N(C(N2C)=O)C2C(NC(CC2)=O)=O)C=C1)CC1=CC(=C(C=C1)F)F